1-(trans-4-((5-cyanopyridin-2-yl)amino)cyclohexyl)-1-(4-(1-methyl-1H-pyrazol-4-yl)phenyl)-3-(pyridin-4-ylmethyl)urea C(#N)C=1C=CC(=NC1)N[C@@H]1CC[C@H](CC1)N(C(=O)NCC1=CC=NC=C1)C1=CC=C(C=C1)C=1C=NN(C1)C